4,4,5,5,6,6,7,7,7-nonafluoro-1-(4-methoxyphenyl)-2-phenylheptane-1-one FC(CC(C(=O)C1=CC=C(C=C1)OC)C1=CC=CC=C1)(C(C(C(F)(F)F)(F)F)(F)F)F